(4-benzylpiperidin-1-yl)(5-(4-methoxyphenyl)-4H-1,2,4-triazol-3-yl)methanone C(C1=CC=CC=C1)C1CCN(CC1)C(=O)C1=NN=C(N1)C1=CC=C(C=C1)OC